benzyl (S)-3-((difluoromethoxy)methyl)-4-(4-(methoxycarbonyl)phenyl)piperazine-1-carboxylate FC(OC[C@@H]1CN(CCN1C1=CC=C(C=C1)C(=O)OC)C(=O)OCC1=CC=CC=C1)F